S(=O)(=O)(O)C1=CC=C(C=C1)C=CC(=O)C1=CC=C(OCC(=O)O)C=C1 2-[4-[3-(4-Sulfophenyl)prop-2-enoyl]phenoxy]acetic acid